ClC1=CC=C(C=C1)[IH+] (p-chlorophenyl)iodonium